FC(C=1C(=C(C=CC1)[C@@H](C)NC(=O)C1=CN(C(C=C1N[C@@H]1[C@@H](CN(CC1)C)F)=O)C12CC(C1)(C2)F)F)F N-((R)-1-(3-(difluoromethyl)-2-fluorophenyl)ethyl)-4-(((3R,4S)-3-fluoro-1-methylpiperidin-4-yl)amino)-1-(3-fluorobicyclo[1.1.1]pentan-1-yl)-6-oxo-1,6-dihydropyridine-3-carboxamide